C(C1=CC=CC=C1)NS(=O)(=O)C1=CC(=CC=C1)C=1N=C2C(=NC=NC2=CC1)N1CCC(CC1)F (benzyl){m-[4-(4-fluoro-1-piperidyl)-1,3,5-triaza-6-naphthyl]phenylsulfonyl}amine